(4-isopropylphenyl)benzene-1,2-diamine C(C)(C)C1=CC=C(C=C1)C1=C(C(=CC=C1)N)N